NC1=NC2=CC=C(C=C2C=N1)C1=C(C(=O)NC2=CC(=CC(=C2)C(F)(F)F)N2C=NC(=C2)C)C=CC(=C1)C (2-aminoquinazolin-6-yl)-4-methyl-N-(3-(4-methyl-1H-imidazol-1-yl)-5-(trifluoromethyl)phenyl)benzamide